M-chlorophenylhydrazine ClC=1C=C(C=CC1)NN